FC(S(=O)(=O)OC=1CCN(CC1)CC)(F)F (1-ethyl-3,6-dihydro-2H-pyridin-4-yl) trifluoromethanesulfonate